NCCCOCCOCCOCCOCCCN triethylene glycol di(aminopropyl) ether